trans-4-((3-(1-Cyclopropyl-1H-pyrazol-4-yl)phenyl)((trans-4-(4-methoxy-3-methyl-phenyl)cyclohexyl)-methyl)carbamoyl)-cyclohexyl ((S)-2,3-dihydroxypropyl)carbamate O[C@@H](CNC(O[C@@H]1CC[C@H](CC1)C(N(C[C@@H]1CC[C@H](CC1)C1=CC(=C(C=C1)OC)C)C1=CC(=CC=C1)C=1C=NN(C1)C1CC1)=O)=O)CO